tert-Butyl (5R)-5-(hydroxymethyl)-2-((4-methoxycyclohexyl)methyl)-2-methylpyrrolidine-1-carboxylate OC[C@H]1CCC(N1C(=O)OC(C)(C)C)(C)CC1CCC(CC1)OC